oxononanamide O=C(C(=O)N)CCCCCCC